sorbitol pelargonate C(CCCCCCCC)(=O)O.OC[C@H](O)[C@@H](O)[C@H](O)[C@H](O)CO